2-(4,4-difluoropiperidin-1-yl)-6-methoxy-7-(3-(pyrrolidin-1-yl)prop-1-yn-1-yl)-N-(tetrahydrofuran-3-yl)quinazolin-4-amine FC1(CCN(CC1)C1=NC2=CC(=C(C=C2C(=N1)NC1COCC1)OC)C#CCN1CCCC1)F